tert-butyl 4-(3-ethoxy-2,2-difluoro-1-hydroxy-3-oxo-propyl)piperidine-1-carboxylate C(C)OC(C(C(O)C1CCN(CC1)C(=O)OC(C)(C)C)(F)F)=O